[N+](=O)([O-])C=1C(=C(C=CC1)C1=CC(=CC=C1)C(=O)O)OCC1=CC=CC=C1 3'-nitro-2'-benzyloxy-[1,1'-biphenyl]-3-carboxylic acid